CC1=C(C(=CC(=C1)C)C)OC(C(=C)COCCP(=O)(O)O)=O 2-[4-(dihydroxy-phosphoryl)-2-oxa-butyl]-acrylic acid-2,4,6-trimethylphenyl ester